FC1=C(C=C(C=C1)C=1C(=C2N(N1)CCC2)C2=CC1=C(N=CS1)C=C2)C 6-(2-(4-Fluoro-3-methylphenyl)-5,6-dihydro-4H-pyrrolo[1,2-b]pyrazol-3-yl)benzo[d]thiazole